ClC1=C(OC=2C(=C3C4(CNC3=CC2)CCC4)F)C(=CC(=C1)[N+](=O)[O-])Cl 5'-(2,6-dichloro-4-nitrophenoxy)-4'-fluoro-1'H-spiro[cyclobutane-1,3'-indole]